S(=O)(=O)([O-])S(=O)(=O)[O-].S(=O)(=O)(O)S(=O)(=O)O.[Zn+2] zinc dithionate (dithionate)